methoxyethylthiazole COCCC=1SC=CN1